1-(3-methylimidazo[1,2-a]pyridin-7-yl)ethan-1-ol CC1=CN=C2N1C=CC(=C2)C(C)O